C(C)N1CC(CC(C1)(F)F)C(=O)NNC(=O)C1=CC2=C(C(CC(C(N2CC2=CC=C(C=C2)OC(F)(F)F)=O)NC(OC(C)(C)C)=O)(F)F)C=C1F tert-butyl N-[8-[[(1-ethyl-5,5-difluoro-piperidine-3-carbonyl)amino]carbamoyl]-5,5,7-trifluoro-2-oxo-1-[[4-(trifluoromethoxy)phenyl]methyl]-3,4-dihydro-1-benzazepin-3-yl]carbamate